(1-cyclopropylethyl)amine hydrochloride Cl.C1(CC1)C(C)N